N-Boc-N,2-dimethyl-alanine C(=O)(OC(C)(C)C)N(C(C)(C(=O)O)C)C